COC([C@@H](N)CCCNC(N[N+](=O)[O-])=N)=O N''-nitro-L-arginine methyl ester